(E)-3-(1H-tetrazol-5-yl)-2-amino-9-((2R,3S,4S,5R)-4-fluoro-3-hydroxy-5-(hydroxymethyl)tetrahydrofuran-2-yl)-7,9-dihydro-1H-purin-6,8-dion N1N=NN=C1N1C(NC(C=2NC(N(C12)[C@@H]1O[C@@H]([C@H]([C@H]1O)F)CO)=O)=O)N